4-(4-aminopyrimidin-5-yl)-2-chloro-N-(5-chloro-6-(2H-1,2,3-triazol-2-yl)pyridin-3-yl)-5-fluorobenzamide NC1=NC=NC=C1C1=CC(=C(C(=O)NC=2C=NC(=C(C2)Cl)N2N=CC=N2)C=C1F)Cl